N1CCC(CC1)CCNC(C1=CC(=CC=C1)CNC1=NC=C(C2=C1CCO2)C2=CC=NC=C2)=O N-(2-(Piperidin-4-yl)ethyl)-3-(((7-(pyridin-4-yl)-2,3-dihydrofuro[3,2-c]pyridin-4-yl)amino)methyl)benzamide